2-((6-(1H-pyrazol-1-yl)pyrimidin-4-yl)amino)-4-((2,2-difluoroethyl)(4-(5,6,7,8-tetrahydro-1,8-naphthyridin-2-yl)butyl)amino)butanoic acid N1(N=CC=C1)C1=CC(=NC=N1)NC(C(=O)O)CCN(CCCCC1=NC=2NCCCC2C=C1)CC(F)F